F[Si](O)(F)F perfluorosilanol